C1(=CC=CC=C1)N1C(OC(C1=O)(C=C)C1=CC=CC=C1)=O 3,5-diphenyl-5-vinyloxazolidine-2,4-dione